N[C@H]1[C@H](C[C@@H](OC1)C(=O)N1[C@H](C2=CC=CC=C2CC1)C1=CC=C(C=C1)F)OCC ((2R,4S,5R)-5-amino-4-ethoxytetrahydro-2H-pyran-2-yl)((S)-1-(4-fluorophenyl)-3,4-dihydroisoquinolin-2(1H)-yl)methanone